[N+](=O)([O-])C1=CC=C(C=C1)C1=CSC=2N=C3N(CCC4=C3NC3=CC=CC=C43)C(C21)=O 3-(4-nitrophenyl)-6,7-dihydrothieno[2'',3'':4',5']pyrimido[1',2':1,2]pyrido[3,4-b]indol-4(12H)-one